CN(C(OC1=CC2=C(CN(C(O2)=O)CC2=C(C(=CC=C2)NC(=O)OC(C)(C)C)F)C=C1C(F)(F)F)=O)C 3-[(3-{[(tert-butoxy)carbonyl]amino}-2-fluorophenyl)methyl]-2-oxo-6-(trifluoromethyl)-3,4-dihydro-2H-1,3-benzoxazin-7-yl N,N-dimethylcarbamate